C(CCC)(=O)C1=CC(=C(C=N1)NC1=NC=CC=C1C1=CC(=NC=N1)NC(=O)[C@@H]1[C@@H](C1)F)C (1R,2R)-N-(6-(2-((6-butyryl-4-methylpyridin-3-yl)amino)pyridin-3-yl)pyrimidin-4-yl)-2-fluorocyclopropane-1-carboxamide